N-((5-chloro-6-((3-methylisoxazol-5-yl)methoxy)-1H-indol-2-yl)methyl)-1-methylcyclopropane-1-carboxamide ClC=1C=C2C=C(NC2=CC1OCC1=CC(=NO1)C)CNC(=O)C1(CC1)C